COC(=O)C=1C(=CC(=C2C1CCO2)C=2SC(=CN2)OC(C)C)C#N 5-cyano-7-(5-isopropoxylthiazol-2-yl)-2,3-dihydrobenzofuran-4-carboxylic acid methyl ester